ClC1=C(C=C(C=C1)OC)C1=CC=2NC(N(C(C2S1)=O)C1=CN=CC2=CC=C(C=C12)C(=O)O)=O 4-(6-(2-chloro-5-methoxyphenyl)-2,4-dioxo-1,4-dihydrothieno[3,2-d]pyrimidin-3(2H)-yl)isoquinoline-6-carboxylic acid